1-hexadecyl-6-oxopiperidine-2-carboxylic acid C(CCCCCCCCCCCCCCC)N1C(CCCC1=O)C(=O)O